(4-(3-(1-(tert-butoxycarbonyl)piperidin-4-yl)propoxy)-2-fluorophenyl)acetic acid C(C)(C)(C)OC(=O)N1CCC(CC1)CCCOC1=CC(=C(C=C1)CC(=O)O)F